(6S)-4-(4-chlorophenyl)-N-[1-[(1H-pyrrolo[3,2-c]pyridine-2-carboxamido)ethyl]piperidin-4-yl]-2,3,9-trimethyl-6H-thieno[3,2-f][1,2,4]triazolo[4,3-a][1,4]diazepine-6-acetamide ClC1=CC=C(C=C1)C1=N[C@H](C=2N(C3=C1C(=C(S3)C)C)C(=NN2)C)CC(=O)NC2CCN(CC2)CCNC(=O)C2=CC=3C=NC=CC3N2